6-bromo-3-fluoro-cyanopyridine BrC1=CC=C(C(=N1)C#N)F